ethyl (6-(benzyloxy)-3-bromo-2-fluorophenyl)glycinate C(C1=CC=CC=C1)OC1=CC=C(C(=C1NCC(=O)OCC)F)Br